tertiary hexyl thiol C(C)(C)(CCC)S